cyclohexyl-2-methylpropanol C1(CCCCC1)C(C(C)C)O